C(C)(C)N1[SiH2]N([SiH2]N([SiH2]1)C(C)C)C(C)C 1,3,5-tri(isopropyl)cyclotrisilazane